FC(C(=O)O)(F)F.NCC(CC=1N(C(NN1)=O)CC=1SC=C(C1)C1=CC2=C(OCO2)C=C1)=C(F)F [2-(aminomethyl)-3,3-difluoro-allyl]-4-[[4-(1,3-benzodioxol-5-yl)-2-thienyl]methyl]-1,2,4-triazol-3-one trifluoroacetate salt